N[C@H]1CS(C2=C(N(C1=O)CC1=CC=C(C=C1)Cl)C=C(C(=C2)F)C=2N=NN(N2)C2CN(CC2)S(=O)(=O)C)(=O)=O (3R)-3-amino-5-[(4-chlorophenyl)methyl]-8-fluoro-7-[2-(1-methylsulfonylpyrrolidin-3-yl)tetrazol-5-yl]-1,1-dioxo-2,3-dihydro-1λ6,5-benzothiazepin-4-one